N-aminoethylethanolamine NCCNCCO